C(C)OC(=O)C=1C=NN(C1C)C1=CC=C(C=C1)NC(=O)NC=1C(=NC=CC1)OC1=C(C=CC=C1)C(C)(C)C ethyl-1-(4-(3-(2-(2-tert-butylphenoxy)pyridin-3-yl)ureido)phenyl)-5-methyl-1H-pyrazole-4-carboxylate